FC1=C2C(=CNC2=CC=C1)C=1C=C(OC1)C(CCCC(=O)O)=O 5-(4-(4-fluoro-1H-indol-3-yl)furan-2-yl)-5-oxopentanoic acid